C[C@@H]1O[C@@H](CN(C1)C=1C=CC=2N(N1)C(=CN2)C=2C=C1CC(NC1=CC2)=O)C 5-(6-((2S,6R)-2,6-dimethylmorpholino)imidazo[1,2-b]pyridazin-3-yl)indolin-2-one